FC=1C=C(C(=O)O)C=C(N1)C1(CC1)C 2-fluoro-6-(1-methylcyclopropyl)isonicotinic acid